(di-t-butylphosphinomethyl)2-pyridylamine C(C)(C)(C)P(C(C)(C)C)CNC1=NC=CC=C1